rac-(3-((1R,3S)-3-(Methylcarbamoyl)cyclohexyl)-1,2,3-oxadiazol-3-ium-5-yl)((3-(2-(o-tolyl)acetamido)-5-(trifluoromethyl)phenyl)carbamoyl)amide CNC(=O)[C@@H]1C[C@@H](CCC1)[N+]1=NOC(=C1)[N-]C(NC1=CC(=CC(=C1)C(F)(F)F)NC(CC1=C(C=CC=C1)C)=O)=O |r|